4-chloro-5-methyl-pyrrolo[2,3-d]Pyrimidine-6-carboxylic acid methyl ester COC(=O)C=1C(C2=C(N=CN=C2Cl)N1)C